BrC1=NN(C2=C(C=CC=C12)NS(=O)(=O)C=1C=NN(C1)C1=CC(=NC=C1)C(F)(F)F)C N-(3-bromo-1-methylindazol-7-yl)-1-[2-(trifluoromethyl)pyridin-4-yl]pyrazole-4-sulfonamide